6-[(1R,2S)-2-aminocyclohexylamino]-4-(5,6-dimethylpyridin-2-ylamino)-pyridazine-3-carboxylic acid amide N[C@@H]1[C@@H](CCCC1)NC1=CC(=C(N=N1)C(=O)N)NC1=NC(=C(C=C1)C)C